racemic-2-{1-[(2,2-difluorocyclopropyl)methyl]-3-[(3-methoxy-1-methyl-1H-pyrazol-4-yl)amino]-1H-indazol-6-yl}propan-2-ol FC1([C@H](C1)CN1N=C(C2=CC=C(C=C12)C(C)(C)O)NC=1C(=NN(C1)C)OC)F |r|